COCC1(CCC(CC1)C=1C(=NN2C1CN(CC2)C(=O)C2CC(CC2)(F)F)CN(CCNC)C)COC (3-(4,4-bis(methoxymethyl)-cyclohexyl)-2-((methyl(2-(methylamino)ethyl)amino)-methyl)-6,7-dihydropyrazolo-[1,5-a]pyrazin-5(4H)-yl)(3,3-difluorocyclopentyl)-methanone